N1=CC=C(C=C1)CCN1N=CC=C1C(=O)OC methyl 1-(2-(pyridin-4-yl) ethyl)-1H-pyrazole-5-carboxylate